C(C=C)(=O)OCCOC(CC(=O)C)=O acryloxyethylacetoacetate